CC1=CN(C(=O)N=C1N)[C@H]2[C@@H]([C@@H]([C@H](O2)COP(=O)(O)O)O)O 5-methylcytidylic acid